OC1=C2CCC(OC2=CC(=C1)O)C1=CC=CC=C1 5,7-dihydroxy-2-phenyl-2,3-dihydro-4H-chromene